The molecule is an amino disaccharide comprised of N-acetyl-beta-D-glucosamine linked (1->3) to D-mannose. It has a role as an epitope. It is an amino disaccharide and a glucosamine oligosaccharide. CC(=O)N[C@@H]1[C@H]([C@@H]([C@H](O[C@H]1O[C@H]2[C@@H]([C@H](OC([C@H]2O)O)CO)O)CO)O)O